(R)-8-acryloyl-4-chloro-3-(2-fluorophenyl)-N-isopropyl-N-methyl-6a,7,8,9,10,12-hexahydro-6H-pyrazino[2,1-c]pyrido[3,4-f][1,4]oxazepine-1-carboxamide C(C=C)(=O)N1C[C@@H]2COC3=C(CN2CC1)C(=NC(=C3Cl)C3=C(C=CC=C3)F)C(=O)N(C)C(C)C